trilysine monoacetate C(C)(=O)O.N[C@@H](CCCCN)C(=O)O.N[C@@H](CCCCN)C(=O)O.N[C@@H](CCCCN)C(=O)O